FC(C(=O)O)(F)F.FC=1C(=CC=2N(C1)N=C(C2)C)NC(=O)N2CCC=1C2=NC=CC1N1C[C@@H](NCC1)C (S)-N-(6-fluoro-2-methylpyrazolo[1,5-a]pyridin-5-yl)-4-(3-methylpiperazin-1-yl)-2,3-dihydro-1H-pyrrolo[2,3-b]pyridine-1-carboxamide 2,2,2-trifluoroacetate